(1s,5r)-4-(3,4-dihydroxy-5-methoxystyryl)-6,6-dimethylbicyclo[3.1.1]hept-3-en-2-one OC=1C=C(C=CC2=CC([C@@H]3C([C@H]2C3)(C)C)=O)C=C(C1O)OC